OC(=O)C(F)(F)F.CN1N=CC(=C1C1C(CNCC1)(C)C)C 4-(1,4-dimethyl-1H-pyrazol-5-yl)-3,3-dimethylpiperidine TFA salt